4-((2,6-difluorophenyl)ethynyl)-N,N-dimethylaniline FC1=C(C(=CC=C1)F)C#CC1=CC=C(N(C)C)C=C1